S(=O)(=O)([O-])O.[I-].[Ba+2] barium iodide sulfate